NC(C[C@H](C(=O)N[C@H](CCC(=O)OC1=CC=C(C=C1)Br)C)NC(CCCCCCC)=O)=O 4-bromophenyl (S)-4-((R)-4-amino-2-octanamido-4-oxobutanamido)pentanoate